FC1=C(C=CC(=C1)C(NC)=O)C=1N=C2N(C=CC(=C2)S(=O)(=O)C)C1C[C@H]1CN(CCO1)C(=O)OC methyl (S)-2-((2-(2-fluoro-4-(methylcarbamoyl)phenyl)-7-(methylsulfonyl)imidazo[1,2-a]-pyridin-3-yl)methyl)morpholine-4-carboxylate